ClC(C)C1=C2C(=NC=C1F)NC=C2F 4-(1-chloroethyl)-3,5-difluoro-1H-pyrrolo[2,3-b]pyridine